((1R,5S,6s)-3-(3-(8-fluoroquinolin-6-yl)-1H-pyrazolo[3,4-b]pyrazin-6-yl)-6-phenyl-3-azabicyclo[3.1.0]hexan-6-yl)methanamine FC=1C=C(C=C2C=CC=NC12)C1=NNC2=NC(=CN=C21)N2C[C@H]1C([C@H]1C2)(C2=CC=CC=C2)CN